ClC=1C=CC(=C(C1)C1=NN(C=C1NC(=O)C=1C=NN2C1N=CC=C2)CC(=O)N2CCC(CC2)NCCC#N)OC(F)F pyrazolo[1,5-a]Pyrimidine-3-carboxylic acid (3-(5-chloro-2-difluoromethoxy-phenyl)-1-{2-[4-(2-cyano-ethylamino)-piperidin-1-yl]-2-oxo-ethyl}-1H-pyrazol-4-yl)-amide